(3S)-3-[tert-Butyl(dimethyl)silyl]oxy-4-chloro-butanal [Si](C)(C)(C(C)(C)C)O[C@@H](CC=O)CCl